(E)-8-methoxy-4,8-dimethylnon-2-enal COC(CCCC(/C=C/C=O)C)(C)C